N-Fmoc-D-leucine C(=O)(OCC1C2=CC=CC=C2C2=CC=CC=C12)N[C@H](CC(C)C)C(=O)O